3-amino-4-((methylamino)methyl)benzoic acid methyl ester COC(C1=CC(=C(C=C1)CNC)N)=O